[Br-].[Br-].N1=CC=C(C=C1)C1=CC=NC=C1 4,4'-bipyridine dibromide